ClC=1C=C(C=CC1Cl)NC(=N)N 3,4-dichlorophenyl-guanidine